[C@H]12CN(C[C@H](CC1)N2)C=2C1=C(N=C(N2)OC[C@H]2N(CCC2)C)CN(CC1)C1=CC(=CC2=CC=CC=C12)C(F)F 4-((1R,5S)-3,8-diazabicyclo[3.2.1]octan-3-yl)-7-(3-(difluoromethyl)naphthalen-1-yl)-2-(((S)-1-methylpyrrolidin-2-yl)methoxy)-5,6,7,8-tetrahydropyrido[3,4-d]pyrimidine